FCC1=NN2C(C(C(CC2)C2N3C(C4=CC=CC=C24)=CN=C3)=O)=C1 2-(fluoromethyl)-5-(5H-imidazo[5,1-a]isoindol-5-yl)-6,7-dihydropyrazolo[1,5-a]pyridin-4(5H)-one